S(=O)(=O)(O)C(C(=O)[O-])(CCCCNC(=O)C=1C(=CC=CC1)C(SSC1=NC=CC=C1)C)N1C(CCC1=O)=O sulfosuccinimidyl-6-[alpha-methyl-alpha-(2-pyridyldithio)toluamido]-hexanoate